ClC1=C(C(=CC(=C1)NC(=O)NC=1C=NC=2N(C1[C@H](C)OC)N=C(C2)Cl)Cl)N2N=C(C=C2)C(=O)NOC (S)-1-(2,6-dichloro-4-(3-(2-chloro-7-(1-methoxyethyl)pyrazolo[1,5-a]pyrimidin-6-yl)ureido)phenyl)-N-methoxy-1h-pyrazole-3-carboxamide